N-((3R,4S)-4-((6-(2,6-dichloro-3,5-dimethoxyphenyl)-8-isopropoxypyrido[3,4-d]pyrimidin-2-yl)amino)tetrahydrofuran-3-yl)acrylamide ClC1=C(C(=C(C=C1OC)OC)Cl)C1=CC2=C(N=C(N=C2)N[C@H]2[C@H](COC2)NC(C=C)=O)C(=N1)OC(C)C